2,4,6-Tribromo-3-chlorophenazin-1-ol BrC1=C(C2=NC3=CC=CC(=C3N=C2C(=C1Cl)Br)Br)O